NCC1CCC(CC1)NC1=CC=C(C=C1)C1CCCCC1 N-(4-(aminomethyl)cyclohexyl)-4-cyclohexylaniline